methyl 3-[1-(2,2-dimethylpropanoyl)-5-(4-fluoro-3-methoxy-phenyl)-6-isopropyl-pyrrolo[2,3-f]indazol-7-yl]propanoate CC(C(=O)N1N=CC2=CC3=C(C=C12)C(=C(N3C3=CC(=C(C=C3)F)OC)C(C)C)CCC(=O)OC)(C)C